ClC=1C(N(C(=CC1[C@@H]1[C@H](C1)C=1C=NC=C(C1)F)C)C1=C(C(=NC=C1C)N1N=C(C=C1)C(C)(C)O)F)=O 3-chloro-3'-fluoro-4-((1S,2S)-2-(5-fluoropyridin-3-yl)cyclopropyl)-2'-(3-(2-hydroxypropan-2-yl)-1H-pyrazol-1-yl)-5',6-dimethyl-2H-[1,4'-bipyridin]-2-one